CPCCOC1=CC=CC=C1 methylphenoxyethylphosphine